5-{[(2R,3s)-1-[1-(7-ethyl-6-oxo-5H-1,5-naphthyridin-3-yl)ethyl]-2-methylazetidin-3-yl]oxy}-N-methylpyridine-2-carboxamide C(C)C=1C(NC=2C=C(C=NC2C1)C(C)N1[C@@H]([C@H](C1)OC=1C=CC(=NC1)C(=O)NC)C)=O